N'-(tert-butyldimethylsilyl)-5-(2-hydroxypropan-2-yl)-3-methylthiophene-2-sulfonimidamide [Si](C)(C)(C(C)(C)C)N=S(=O)(N)C=1SC(=CC1C)C(C)(C)O